(S)-7-((3',5'-dichloro-[1,1'-biphenyl]-4-carbonyl)glycyl)-1,4-dioxa-7-azaspiro[4.4]nonane-8-carboxylic acid ClC=1C=C(C=C(C1)Cl)C1=CC=C(C=C1)C(=O)NCC(=O)N1CC2(OCCO2)C[C@H]1C(=O)O